COC1=CC2=C(OC3=C2C=CC=C3)C=C1[N+]#[C-] 2-METHOXYDIBENZO[B,D]FURAN-3-YL ISOCYANIDE